1,2,5,6-hexanetetrol C(C(CCC(CO)O)O)O